CC=1C(C2=CC(=C(C(=C2C1)C1=CC(=CC(=C1)C)C)OC)C(C)(C)C)[Si](C)(C)C1C(=CC2=C(C(=C(C=C12)C(C)(C)C)OC)C1=CC(=CC(=C1)C)C)C bis[2-methyl-4-(3,5-dimethylphenyl)-5-methoxy-6-tert-butyl-1H-inden-1-yl]dimethylsilane